(4-(6-methoxy-7-((1-methylpiperidin-4-yl)methoxy)quinazoline-4-yl)phenyl)-2-(4-(trifluoromethyl)phenyl)acetamide COC=1C=C2C(=NC=NC2=CC1OCC1CCN(CC1)C)C1=CC=C(C=C1)C(C(=O)N)C1=CC=C(C=C1)C(F)(F)F